(2S,3R)-2-aminohentriacontane-1,3-diol N[C@@H](CO)[C@@H](CCCCCCCCCCCCCCCCCCCCCCCCCCCC)O